N-(6-((8''-methyl-1'',5''-dioxo-1'',5''-dihydro-2''H-dispiro[aziridine-2,1'-cyclohexane-4',3''-imidazo[1,5-a]pyridine]-6''-yl)amino)pyrimidin-4-yl)cyclopropanecarboxamide CC1=C2N(C(C(=C1)NC1=CC(=NC=N1)NC(=O)C1CC1)=O)C1(NC2=O)CCC2(CC1)NC2